C(C=C)[C@H]1N(CCC1)C(=O)OC(C)(C)C tert-butyl (2S)-2-allyl-pyrrolidine-1-carboxylate